(3aR,9aS,9bR)-3a,6,6,9a-tetramethyldodecahydronaphtho[2,1-b]furan-2-carbonitrile C[C@]12OC(C[C@@H]1[C@]1(CCCC(C1CC2)(C)C)C)C#N